C(C=C)(=O)O.C(C=C)(=O)O.C(C=C)(=O)O.OCC(C)(CO)C neopentyl glycol diacrylate acrylate